ClC1=NC(=C(C(=N1)N1C[C@@H](N(CC1)C(=O)[O-])CC#N)[N+](=O)[O-])CC1(CCCC2=C(C=CC=C12)Cl)C(=O)OC (2S)-4-(2-chloro-6-((5-chloro-1-(methoxycarbonyl)-1,2,3,4-Tetrahydronaphthalen-1-yl)methyl)-5-nitropyrimidin-4-yl)-2-(cyanomethyl)piperazine-1-carboxylate